O=C1NC(CC[C@@H]1N1C(C2=CC(=C(C=C2C1=O)NC1CC(C1)NC(C1=NC=C(C=C1)N1CCN(CC1)CC=1C=NC=2C=C(C(NC2C1)=O)CC)=O)F)=O)=O N-((1s,3s)-3-((2-(2,6-dioxopiperidin-3-yl)-6-fluoro-1,3-dioxoisoindolin-5-yl)amino)cyclobutyl)-5-(4-((7-ethyl-6-oxo-5,6-dihydro-1,5-naphthyridin-3-yl)methyl)piperazin-1-yl)picolinamide